sodium-nickel-manganese-cobalt [Co].[Mn].[Ni].[Na]